CC1(CN(C=2C1=NC(=CC2)C=2C=NNC2)C2=NC(=NC=C2)NC=2C(=CC(=C(C2)NC(C=C)=O)N(C)CCN(C)C)OC)C N-(5-((4-(3,3-Dimethyl-5-(1H-pyrazol-4-yl)-2,3-dihydro-1H-pyrrolo[3,2-b]pyridin-1-yl)pyrimidine-2-yl)amino)-2-((2-(dimethylamino)ethyl)(methyl)amino)-4-methoxyphenyl)acrylamide